CC1(OC=2C=C(C=C(C2[C@@H]2[C@@H]1CC=C(C2)C)O)CCC)C (6As,10aS)-6,6,9-trimethyl-3-propyl-6a,7,10,10a-tetrahydrobenzo[c]chromen-1-ol